(2'-Aminobiphenyl-2-yl)methanesulfonic acid Palladium (1+) [Pd+].NC1=C(C=CC=C1)C1=C(C=CC=C1)CS(=O)(=O)O